C(CCCCCCCCCCCCC)NCCN(CCN(CCN(CCN(CCN(CC)CCCCCCCCCCCCCC)CCCCCCCCCCCCCC)CCCCCCCCCCCCCC)CCCCCCCCCCCCCC)CCCCCCCCCCCCCC 1,4,7,10,13,16-hexa(tetradecyl)-1,4,7,10,13,16-hexaazaoctadecane